7-Chloro-2,4-dimethyl-2-(3-(methylcarbamoyl)-3-azabicyclo[3.2.1]oct-8-yl)benzo[d][1,3]dioxin-5-carboxylic acid ClC=1C=C(C2=C(OC(OC2C)(C2C3CN(CC2CC3)C(NC)=O)C)C1)C(=O)O